CC(=CCCC(C)C1OCC(O1)C(CC(=O)C1=CC=CC=C1)C)C 3-(2-(6-methylhept-5-en-2-yl)-1,3-dioxolan-4-yl)-1-phenylbutan-1-one